[6-(3-cyclopropyl-1H-1,2,4-triazol-5-yl)-2-azaspiro[3.3]heptan-2-yl]-[6-(3-hydroxy-1,2,4-triazol-1-yl)-2-azaspiro[3.3]heptan-2-yl]methanone C1(CC1)C1=NNC(=N1)C1CC2(CN(C2)C(=O)N2CC3(C2)CC(C3)N3N=C(N=C3)O)C1